3-(difluoromethyl)-5-[2-[5-(difluoromethyl)thiazol-2-yl]oxy-6-fluoro-phenyl]isoxazole FC(C1=NOC(=C1)C1=C(C=CC=C1F)OC=1SC(=CN1)C(F)F)F